2-(4-chloro-1H-pyrazol-1-yl)-N-(3,4,4-trifluorobut-3-en-1-yl)acetamide ClC=1C=NN(C1)CC(=O)NCCC(=C(F)F)F